6-bromo-N-((1R,4R)-4-fluorocyclohexyl)-4-(morpholinomethyl)pyridin-2-amine BrC1=CC(=CC(=N1)NC1CCC(CC1)F)CN1CCOCC1